2-pentylheptyl-5-hydroxyundecanoate C(CCCC)C(COC(CCCC(CCCCCC)O)=O)CCCCC